triphenyl-(phenyl-(2,4,6-trimethoxyphenyl)methyl)trifluoromethanesulfonic acid phosphonium [PH4+].C1(=CC=CC=C1)C(OC1=CC(=CC(=C1C(C1=CC=CC=C1)OS(=O)(=O)C(F)(F)F)OC)OC)(C1=CC=CC=C1)C1=CC=CC=C1